1',5'-dihydro-2'H-spiro[cyclopropane-1,3'-thieno[2,3-e][1,4]oxazepin]-2-one N1CC2(OCC3=C1SC=C3)C(C2)=O